OCC(/C=C/CCCCCCC(=O)OCCCCCCOC(CCCCCCCC(\C=C\CCCCCCC)CO)=O)CCCCCCCC 6-(((E)-9-(hydroxymethyl)octadec-10-enoyl)oxy)hexyl (E)-10-(hydroxymethyl)octadec-8-enoate